rac-(2s,3s,5r)-3-(3,4-difluoro-2-methoxy-phenyl)-5-ethyl-5-(trifluoromethyl)tetrahydrofuran-2-carboxylic acid ethyl ester C(C)OC(=O)[C@H]1O[C@](C[C@H]1C1=C(C(=C(C=C1)F)F)OC)(C(F)(F)F)CC |r|